OCC(C)(C)NC(=O)C=1C=2C[C@@H]3[C@H](C2N(N1)C1=NC=C(N=C1)O)C3 (1aR,5aR)-2-(5-Hydroxy-pyrazin-2-yl)-1a,2,5,5a-tetrahydro-1H-2,3-diaza-cyclopropa[a]pentalene-4-carboxylic acid (2-hydroxy-1,1-dimethyl-ethyl)-amide